1H-indole-5-ethylamine N1C=CC2=CC(=CC=C12)CCN